[N+](=O)([O-])C1=C(C=CC(=C1)[N+](=O)[O-])C=1C(=C(C(=C(C1)C1=CC(=C(C=C1)N)OC)C1=C(C=C(C=C1)[N+](=O)[O-])[N+](=O)[O-])OC)N bis(2,4-dinitrophenyl)-3,3'-dimethoxy-1,1'-biphenyl-4,4'-diamine